[Rh].C1=CC=CC(CCC1)CC(=O)CC(C)=O 5-cyclooctadieneacetylacetone rhodium